C(C)OC(C1=CC=C(C=C1)OCCN1[C@@H]([C@H]([C@@H]([C@H](C1)O)O)O)CO)=O.CC1=CC(=NN1C1=CC2=CC=CC=C2C=C1)N1CCN(CC1)CCN1CCOCC1 4-[2-[4-[5-methyl-1-(2-naphthyl)pyrazol-3-yl]piperazin-1-yl]ethyl]morpholine ethyl-4-[2-[(2R,3R,4R,5S)-3,4,5-trihydroxy-2-(hydroxymethyl)piperidin-1-yl]ethoxy]benzoate